3-(carbazol-9-yl)-N-isopropyl-2-nitroaniline C1=CC=CC=2C3=CC=CC=C3N(C12)C=1C(=C(NC(C)C)C=CC1)[N+](=O)[O-]